COC1=CC=C(C=C1)CN(C1=CC(=C(C=C1)C(F)(F)F)C=C)CC1=CC=C(C=C1)OC bis[(4-methoxyphenyl)methyl]-4-(trifluoromethyl)-3-vinyl-aniline